3-(benzyloxy)-1-phenethyl-4-oxo-1,4-dihydropyridine-2-carboxylic acid C(C1=CC=CC=C1)OC1=C(N(C=CC1=O)CCC1=CC=CC=C1)C(=O)O